(7S)-3,7-Dimethyl-2-(2-phenylethyl)-3H,6H,7H,8H,9H-imidazo[4,5-f]chinolin CN1C(=NC2=C3CC[C@@H](NC3=CC=C21)C)CCC2=CC=CC=C2